C(N)(O[C@@H]1[C@@H](C2=C(C=CC=C2CC1)Cl)OCOC)=O (1R,2S)-8-chloro-1-(methoxymethoxy)-1,2,3,4-tetrahydronaphthalen-2-yl carbamate